N-[4-[2-(2-chlorophenyl)-4-methylpiperazine-1-carbonyl]-3-(2-oxa-7-azaspiro[3.4]octan-7-yl)phenyl]cyclopropanecarboxamide ClC1=C(C=CC=C1)C1N(CCN(C1)C)C(=O)C1=C(C=C(C=C1)NC(=O)C1CC1)N1CCC2(COC2)C1